C(=S)=S Methanedithione